C(=O)C=1OC=CC1 2-formyl-furan